CN1CC(C1)(C)[C@](O)(C1=CC=C(C=C1)C(C)C)C1=CN=NC(=C1)OC1C(CCC1)(C)C (R)-(1,3-Dimethyl-azetidin-3-yl)-[6-(2,2-dimethyl-cyclopentyloxy)-pyridazin-4-yl]-(4-isopropyl-phenyl)-methanol